C(C)[C@@H]1CC2=C(CNC1)N=CC=C2 (6R)-6-Ethyl-6,7,8,9-tetrahydro-5H-pyrido[2,3-c]azepine